(S)-(6-(4-(2-((2-oxaspiro[3.3]heptan-6-yl)oxy)-5-fluorophenyl)piperidin-1-yl)-2-azaspiro[3.4]octan-2-yl)(1-fluorocyclopropyl)methanone C1OCC12CC(C2)OC2=C(C=C(C=C2)F)C2CCN(CC2)[C@@H]2CC1(CN(C1)C(=O)C1(CC1)F)CC2